S1C=CC2=C1CCCC2=O 6,7-dihydro-5H-1-benzothiophen-4-one